4-(2-((4-bromophenyl)thio)acetamido)-1-phenethyl-1H-pyrazole-3-carboxylic Acid Calcium Salt [Ca+2].BrC1=CC=C(C=C1)SCC(=O)NC=1C(=NN(C1)CCC1=CC=CC=C1)C(=O)[O-].BrC1=CC=C(C=C1)SCC(=O)NC=1C(=NN(C1)CCC1=CC=CC=C1)C(=O)[O-]